C1(CCC1)OC1=CC=C(CNC(N(CC2N(CCCC2)C)CC2=CC=C(C=C2)F)=O)C=C1 3-(4-Cyclobutoxybenzyl)-1-(4-fluorobenzyl)-1-((1-methylpiperidin-2-yl)methyl)urea